NC1=C(C(=C(OC2=NC=CC=C2C2=NC(=NC=C2)NC2CCC(CC2)N(C)C)C=C1F)F)F N1-[4-[2-(4-Amino-2,3,5-trifluoro-phenoxy)-3-pyridyl]pyrimidin-2-yl]-N4,N4-dimethyl-cyclohexane-1,4-diamine